tert.butoxide CC(C)(C)[O-]